6-bromo-4-hydroxy-8-methylpyrido[2,3-d]pyrimidin-7(8H)-one BrC1=CC2=C(N=CN=C2O)N(C1=O)C